C(C)(C)(C)N1N2C(C3=CC(=C(C=C3C1)C=1C=NN(C1)C(F)F)OC)=CC(C(=C2)C(=O)O)=O 6-tert-butyl-9-(1-(difluoromethyl)-1H-pyrazol-4-yl)-10-methoxy-2-oxo-6,7-dihydro-2H-pyrido[2,1-a]phthalazine-3-carboxylic acid